N-(cyclohexyl)-γ-aminopropyltrimethoxysilane C1(CCCCC1)NCCC[Si](OC)(OC)OC